1-(3-hydroxypropyl)-4-methylquinoxaline-2,3(1h,4h)-dione OCCCN1C(C(N(C2=CC=CC=C12)C)=O)=O